[Si](C)(C)(C(C)(C)C)OCCOC1=C(CNC(OC(C)(C)C)=O)C=CC(=C1)C#C Tert-butyl 2-(2-((tert-butyldimethylsilyl)oxy)ethoxy)-4-ethynylbenzylcarbamate